1,3-dihydroxy-2-(hydroxymethyl)propan-2-ylcarbamic acid tert-butyl ester C(C)(C)(C)OC(NC(CO)(CO)CO)=O